3-ethyl-6-nitroquinolin-2(1H)-one C(C)C=1C(NC2=CC=C(C=C2C1)[N+](=O)[O-])=O